4,5-dichlorothiophene ClC=1C=CSC1Cl